2-(8-chloro-1-naphthyl)-4,4,5,5-tetramethyl-1,3,2-dioxaborolane ClC=1C=CC=C2C=CC=C(C12)B1OC(C(O1)(C)C)(C)C